FC1=C(C(=O)NC(C)(CC(C)(C)C)C)C=C(C(=C1)F)C1=C(C=C(C(=C1)NC(C1=C(C=C(C=C1)F)C(F)(F)F)=O)N1C[C@H](N([C@H](C1)C)C)C)F |r| 2,4-difluoro-5-[2-fluoro-5-[[4-fluoro-2-(trifluoromethyl)benzoyl]amino]-4-[rac-(3R,5S)-3,4,5-trimethylpiperazin-1-yl]phenyl]-N-(2,4,4-trimethylpentan-2-yl)benzamide